1-[2-[4-(Cyclopropylamino)pyrimidin-5-yl]-6-[5-[(6-methylpyridazin-3-yl)amino]benzimidazol-1-yl]-3-pyridyl]ethanol C1(CC1)NC1=NC=NC=C1C1=NC(=CC=C1C(C)O)N1C=NC2=C1C=CC(=C2)NC=2N=NC(=CC2)C